benzoic acid morpholine salt N1CCOCC1.C(C1=CC=CC=C1)(=O)O